OC(C)C=1C(=NC(=CC1)N1C=NC2=C1C=C(C=C2)C2=NC(N(C=C2)C)=O)N2N=C(C=C2C)C#N 1-[3-(1-hydroxyethyl)-6-[6-(1-methyl-2-oxo-pyrimidin-4-yl)benzimidazol-1-yl]-2-pyridyl]-5-methyl-pyrazole-3-carbonitrile